N-(2-trifluoromethylbenzyl)-p-toluenesulfonamide FC(C1=C(CNS(=O)(=O)C2=CC=C(C)C=C2)C=CC=C1)(F)F